(3S,4S)-2-(4-Methylbenzyl)-N-(3-morpholinophenyl)-1-oxo-3-(4-(trifluoromethyl)phenyl)-1,2,3,4-tetrahydroisochinolin-4-carboxamid CC1=CC=C(CN2C(C3=CC=CC=C3[C@@H]([C@H]2C2=CC=C(C=C2)C(F)(F)F)C(=O)NC2=CC(=CC=C2)N2CCOCC2)=O)C=C1